FC1=NC=CC=C1C1=CC(=NC=C1)C(F)(F)F 2-fluoro-2'-(trifluoromethyl)-3,4'-bipyridine